ClC1=CC(=C(C=C1)NS(=O)(=O)C1=CC2=C(N=CS2)C=C1)I N-(4-chloro-2-iodophenyl)benzo[d]thiazole-6-sulfonamide